4-(2-methoxyphenyl)-6-methyl-N-(6-(2-methylpyridin-4-yl)thiazolo[4,5-b]pyrazin-2-yl)nicotinamide COC1=C(C=CC=C1)C1=CC(=NC=C1C(=O)NC=1SC=2C(=NC=C(N2)C2=CC(=NC=C2)C)N1)C